2-(tert-butoxymethyl)-4-fluorophenylboronic acid C(C)(C)(C)OCC1=C(C=CC(=C1)F)B(O)O